ClC1=C(C=CC=C1)CC(=O)NC1=CC(=C(C=C1)N1C(=NC(=C1)C)C)S(N)(=O)=O 2-(2-Chlorophenyl)-N-[4-(2,4-dimethyl-1H-imidazol-1-yl)-3-sulfamoylphenyl]acetamide